N1C=CC2=CC=C(C=C12)NC(NC(CC(=O)N)C1=CC2=C(SCCN2CC2=CC=CC=C2)C=C1)=O 3-(3-(1H-indol-6-yl)ureido)-3-(4-benzyl-3,4-dihydro-2H-benzo[b][1,4]thiazin-6-yl)propanamide